Ethyl 2-(3-(2-(5-((4,6-difluoro-1H-indol-5-yl)oxy)-2-fluorophenyl)-1-methyl-1H-imidazol-4-yl)-3-methyl-2,3-dihydrobenzofuran-7-yl)acetate FC1=C2C=CNC2=CC(=C1OC=1C=CC(=C(C1)C=1N(C=C(N1)C1(COC2=C1C=CC=C2CC(=O)OCC)C)C)F)F